(6aR)-11-(benzyloxy)-3,4,5,6,7,8-hexahydro-2,6a-methano[1,4]diazonino[9,1,2-cd]indolizine-1,10-dione C(C1=CC=CC=C1)OC1=C2N3[C@@]4(CCC3=CC1=O)CCCCN(C2=O)C4